N1CC(CCC1)C1=CC=CC(=N1)C=1C=NN2C1C=C(C=C2)NC(COC2=CC=NC=C2)=O N-(3-(6-(piperidin-3-yl)pyridin-2-yl)pyrazolo[1,5-a]pyridin-5-yl)-2-(pyridin-4-yloxy)acetamide